tert-butyl N-{[3-methoxy-5-(4,4,5,5-tetramethyl-1,3,2-dioxaborolan-2-yl)phenyl]methyl}carbamate COC=1C=C(C=C(C1)B1OC(C(O1)(C)C)(C)C)CNC(OC(C)(C)C)=O